ClC1=CC(=C2C(=N1)N(C=C2)[Si](C(C)C)(C(C)C)C(C)C)F (6-chloro-4-fluoro-pyrrolo[2,3-b]pyridin-1-yl)-triisopropyl-silane